C(C)(C)(C)C1=CC=C(C=C1)NC(CCl)=O N-(4-(tert-butyl)phenyl)-2-chloroacetamide